1,3-bis(3-hydroxypropyl)imidazolium OCCCN1C=[N+](C=C1)CCCO